2,4,6-tris(p-methoxybenzyloxy)-1,3,5-triazine COC1=CC=C(COC2=NC(=NC(=N2)OCC2=CC=C(C=C2)OC)OCC2=CC=C(C=C2)OC)C=C1